(S)-1-(4-aminophenyl)-5-methyl-pyrrolidin-2-one NC1=CC=C(C=C1)N1C(CC[C@@H]1C)=O